(ferrocenyl)methanone [C-]1(C=CC=C1)C=O.[CH-]1C=CC=C1.[Fe+2]